N-methyl-N'-2-propenyl-1,2-hydrazinedicarbothioamide CNC(=S)NNC(NCC=C)=S